(S)-6-((1-(5-fluoro-2,3-dihydrobenzofuran-6-yl)ethyl)amino)-3-isopropyl-1,3,5-triazine-2,4(1H,3H)-dione FC=1C(=CC2=C(CCO2)C1)[C@H](C)NC1=NC(N(C(N1)=O)C(C)C)=O